FC(C=1C(=CC=CC1)C)F 3-(difluoromethyl)-2-methylbenzene